2-[(2R)-3-(3,4-Dihydro-1H-isochinolin-2-yl)-2-hydroxy-propyl]-6-hydroxy-3,4-dihydroisochinolin-1-on C1N(CCC2=CC=CC=C12)C[C@H](CN1C(C2=CC=C(C=C2CC1)O)=O)O